(1,3-dimethyl-azetidin-3-yl)-(4-isopropyl-phenyl)-methanone CN1CC(C1)(C)C(=O)C1=CC=C(C=C1)C(C)C